FC1=CC=C(C=C1)C[C@H](C)N (S)-1-(4-fluorophenyl)propan-2-amine